6-(cyclopropanecarboxamido)-1-(methylamino)-2,7-naphthyridin C1(CC1)C(=O)NC=1C=C2C=CN=C(C2=CN1)NC